O=CCCN(C(OC(C)(C)C)=O)CCC1=CC=CC=C1 tert-butyl N-(3-oxopropyl)-N-(2-phenylethyl)carbamate